(6-methyl-3-(2H-1,2,3-triazol-2-yl)pyridin-2-yl)((1S,4S,6R)-6-((5-(trifluoromethyl)pyrazin-2-yl)amino)-2-azabicyclo[2.2.1]heptan-2-yl)methanone CC1=CC=C(C(=N1)C(=O)N1[C@@H]2[C@@H](C[C@H](C1)C2)NC2=NC=C(N=C2)C(F)(F)F)N2N=CC=N2